tert-butyl N-[4-(3-oxopropyl)phenyl]carbamate O=CCCC1=CC=C(C=C1)NC(OC(C)(C)C)=O